NC=1C(=NC(=C(N1)C=1OC=CN1)C1=CN(C(C=C1)=O)C)C(=O)O 3-amino-6-(1-methyl-6-oxo-1,6-dihydropyridin-3-yl)-5-(1,3-Oxazol-2-yl)pyrazine-2-carboxylic acid